C(C)(C)(C)N1CC(C2(CC1)COC1=C3CN(C(C3=CC=C12)=O)[C@H](C(=O)N)CCC(=O)OC(C)(C)C)(F)F tert-butyl-7-((S)-1-amino-5-(tert-butoxy)-1,5-dioxopentan-2-yl)-3',3'-difluoro-6-oxo-7,8-dihydro-2H,6H-spiro[furo[2,3-e]isoindole-3,4'-piperidine]